FC1(CC(N(CC1)C(=O)OC(C)(C)C)C1=NNC=N1)F tert-butyl 4,4-difluoro-2-(1H-1,2,4-triazol-3-yl)piperidine-1-carboxylate